[(6-methylpyridin-2-yl)methylideneamino]-(methylsulfanyl-sulfoniumylidene-methyl)azanide CC1=CC=CC(=N1)C=N[N-]C(=[SH+])SC